(1R,3R)-1-(2,6-difluoro-4-((1-(3-fluoropropyl)azetidin-3-yl)oxy)phenyl)-7-fluoro-2-(2-fluoro-2-methylpropyl)-3-methyl-2,3,4,9-tetrahydro-1H-pyrido[3,4-b]indole FC1=C(C(=CC(=C1)OC1CN(C1)CCCF)F)[C@H]1N([C@@H](CC2=C1NC1=CC(=CC=C21)F)C)CC(C)(C)F